C(C)NC(O)=O.NC(=O)OCC Urethan (ethyl carbamate)